di-tert-butyl (2-(4-((tert-butyldimethylsilyl) oxy)-2-methylbut-2-yl)-3-methyl-5-vinylphenyl) phosphate P(=O)(OC(C)(C)C)(OC(C)(C)C)OC1=C(C(=CC(=C1)C=C)C)C(C)(CCO[Si](C)(C)C(C)(C)C)C